4-Azaindoline N1CCC2=NC=CC=C12